O=C1N(CCC(N1)=O)C1=CC=C(C=C1)N1CCN(CC1)CC1CCN(CC1)C1=C(C=C(C=C1)NC=1N=C(N=NC1C(=O)N)N1CCCCC1)F 5-((4-(4-((4-(4-(2,4-dioxotetrahydropyrimidin-1(2H)-yl)phenyl)piperazin-1-yl)methyl)piperidine-1-yl)-3-fluorophenyl)amino)-3-(piperidin-1-yl)-1,2,4-triazine-6-carboxamide